C1(CCCC1)N1C(=CC2=C1N=C(N=C2)NC2=CC=C(C=C2)N2CCN(CC2)CCC2=CC=C(C=C2)N2C(NC(CC2)=O)=O)C(=O)N(C)C 7-cyclopentyl-2-((4-(4-(4-(2,4-dioxotetrahydropyrimidin-1(2H)-yl)phenethyl)-piperazin-1-yl)phenyl)amino)-N,N-dimethyl-7H-pyrrolo[2,3-d]pyrimidine-6-carboxamide